CN(S(=O)(=O)C1=CC(=CC=C1)C=1OC(C(N1)=CC=1SC=CC1)=O)C N,N-dimethyl-3-(5-oxo-4-(thiophen-2-ylmethylene)-4,5-dihydrooxazol-2-yl)benzenesulfonamide